3-(4,4-Difluoroazepan-1-yl)-6-(trifluoromethyl)pyridazin-4-carbonitrile FC1(CCN(CCC1)C=1N=NC(=CC1C#N)C(F)(F)F)F